BrC=1C=NC=CC1OC1=C(C=C(C=C1)F)F 3-bromo-4-(2,4-difluorophenoxy)pyridine